methyl-[(2R,3R,4R,5S)-3,4,5-triacetoxy-tetrahydrofuran-2-yl] tridecanoate C(CCCCCCCCCCCC)(=O)O[C@]1(O[C@H]([C@@H]([C@H]1OC(C)=O)OC(C)=O)OC(C)=O)C